C1(CCCCC1)NCCCCCCCSC1=C2CN(C(C2=C(C=C1)F)=O)C1C(NC(CC1)=O)=O 3-(4-((7-(cyclohexylamino)heptyl)thio)-7-fluoro-1-oxoisoindolin-2-yl)piperidine-2,6-dione